5-(benzyloxy)-4-(4-((tetrahydrofuran-3-yl) oxy) isoindoline-2-carbonyl)-1,3-phenylenebis(4-toluenesulfonate) C(C1=CC=CC=C1)OC=1C(=C(C=C(C1)CC1=CC=C(C=C1)S(=O)(=O)[O-])CC1=CC=C(C=C1)S(=O)(=O)[O-])C(=O)N1CC2=CC=CC(=C2C1)OC1COCC1